2-Amino-7-oxo-6-phenyl-4,5,6,7-tetrahydrobenzo[b]thiophene-3,6-dicarboxamide NC1=C(C2=C(S1)C(C(CC2)(C(=O)N)C2=CC=CC=C2)=O)C(=O)N